dipentaerythritol pentalaurate C(CCCCCCCCCCC)(=O)OCC(COC(CCCCCCCCCCC)=O)(COCC(COC(CCCCCCCCCCC)=O)(COC(CCCCCCCCCCC)=O)COC(CCCCCCCCCCC)=O)CO